6-chloro-4-{3,8-diazabicyclo[3.2.1]octan-3-yl}-8-fluoro-7-(2-fluorophenyl)-2-{[(2S)-1-methylpyrrolidin-2-yl]methoxy}quinazoline ClC=1C=C2C(=NC(=NC2=C(C1C1=C(C=CC=C1)F)F)OC[C@H]1N(CCC1)C)N1CC2CCC(C1)N2